FC1=CC(=CC2=CN(N=C12)C)NC(=O)C=1C=CC(=C2C=NC(=NC12)OC)N1C[C@H](CC1)NC (S)-N-(7-fluoro-2-methyl-2H-indazol-5-yl)-2-methoxy-5-(3-(methylamino)pyrrolidin-1-yl)quinazoline-8-carboxamide